3,6-dichloro-N-(3-cyano-5,6-dihydro-4H-cyclopenta[b]thiophen-2-yl)pyridazine-4-carboxamide ClC=1N=NC(=CC1C(=O)NC1=C(C2=C(S1)CCC2)C#N)Cl